4-{octahydropyrrolo[3,2-b]pyrrole-1-carbonyl}-1-[3-(trifluoromethyl)phenyl]piperidine N1(C2C(CC1)NCC2)C(=O)C2CCN(CC2)C2=CC(=CC=C2)C(F)(F)F